O-(2-fluoroethyl)-L-tyrosine FCCOC1=CC=C(C[C@H](N)C(=O)O)C=C1